ClC=1C=NC=C(C1NC(=O)C=1C=CC(=C(OCCCCC(=O)O)C1)OC(F)F)Cl 5-(5-((3,5-dichloropyridin-4-yl)carbamoyl)-2-(difluoromethoxy)-phenoxy)pentanoic acid